FC(C=1N=C(SC1C(=O)NC=1C=NN2C1N=CC=C2)C2CCC(CC2)CO)F 4-(Difluoromethyl)-2-[4-(hydroxymethyl)cyclohexyl]-N-pyrazolo[1,5-a]pyrimidin-3-yl-thiazole-5-carboxamide